C(C)(=O)N(CCN(CCN)C(C)=O)CCN diacetyltriethylenetetramine